3,4-dihydroxybutanoic acid sodium salt [Na+].OC(CC(=O)[O-])CO